2-hydroxy-4-(methylthio)butyryl chloride OC(C(=O)Cl)CCSC